COC(CCCO[NH2+]CCC)=O O-(4-methoxy-4-oxobutyl)-n-propyl-hydroxyammonium